ClCCCN1CCN(CC1)CCO 4-(3-chloropropyl)piperazine-1-ethanol